ClC=1C(=NC=CC1)[C@H](C(F)(F)F)N (R)-1-(3-chloropyridin-2-yl)-2,2,2-trifluoroethan-1-amine